(Z)-3-(dimethylamino)-1-(o-tolyl)prop-2-en-1-one CN(\C=C/C(=O)C1=C(C=CC=C1)C)C